FC(C(=O)[O-])(F)F.C1(=CC=CC=C1)CS(=O)(=O)NC1=C(C=CC(=C1)C(=O)N1CCC(CC1)C1=CC=C(C=C1)OC1=NC=C(C=C1)C(F)(F)F)N1CC[NH2+]CC1 4-(2-((phenylmethyl)sulfonamido)-4-(4-(4-((5-(trifluoromethyl)pyridin-2-yl)oxy)phenyl)piperidine-1-carbonyl)phenyl)piperazin-1-ium 2,2,2-trifluoroacetate